NC1=NC(=NC=C1C(=O)O)N1[C@H](CN(CC1)C=1N=CC2=C(N1)CCN(C2)C(=O)OC(C)(C)C)CO 4-amino-2-[(2R)-4-{6-[(tert-butoxy)carbonyl]-5h,6h,7h,8h-pyrido[4,3-d]pyrimidin-2-yl}-2-(hydroxymethyl)piperazin-1-yl]pyrimidine-5-carboxylic acid